(S)-1-(4-(methylsulfonyl)phenyl)ethan-1-amine hydrochloride Cl.CS(=O)(=O)C1=CC=C(C=C1)[C@H](C)N